C(C)C=1C(=C(C=CC1OC(C)=O)OC(C)=O)CC diethyl-1,4-diacetoxybenzene